CC1(OB(OC1(C)C)C1=CC=C(C=C1)OC(C(F)(F)F)C1=CC=CC=C1)C 4,4,5,5-tetramethyl-2-(4-(2,2,2-trifluoro-1-phenylethoxy)phenyl)-1,3,2-dioxaborolan